2-[[1-(3,3-Dimethylbutanoyl)-4-piperidyl]methylamino]-N-(3-hydroxy-2,6-dimethyl-phenyl)thiazole-5-carboxamide CC(CC(=O)N1CCC(CC1)CNC=1SC(=CN1)C(=O)NC1=C(C(=CC=C1C)O)C)(C)C